N[C@@H]1[C@@H](OCC12CCN(CC2)C=2N=CC(=NC2)SC=2C(=C(C=CC2)NC(=O)C2=C(N=C1N(C2=O)CCCC1)O)Cl)C N-(3-((5-((3S,4S)-4-amino-3-methyl-2-oxa-8-azaspiro[4.5]decan-8-yl)pyrazin-2-yl)thio)-2-chlorophenyl)-2-hydroxy-4-oxo-6,7,8,9-tetrahydro-4H-pyrido[1,2-a]pyrimidine-3-carboxamide